3-(7-fluoroimidazo[1,2-a]pyridin-3-yl)pyrrolo[4,3,2-ij]Isoquinoline-1(2H)-carboxylate FC1=CC=2N(C=C1)C(=CN2)C2=CC=C1C=CN=C3C1=C2CN3C(=O)[O-]